ClC=1C=C(C=CC1Cl)N1C(N(C(C2=CC=C(C=C12)C=1N(C=CC1)C)=O)C=1C=NC=CC1)=O 1-(3,4-dichlorophenyl)-7-(1-methyl-1H-pyrrol-2-yl)-3-(pyridin-3-yl)quinazolin-2,4(1H,3H)-dione